FC=1C(=NC(=C(N1)NC)C=1C2=C(C=NC1)N(C=N2)C)C(=O)OC methyl 3-fluoro-5-(methylamino)-6-(3-methylimidazo[4,5-c]pyridin-7-yl)pyrazine-2-carboxylate